O=C(C(=O)OCC)CC(C)=O ethyl 2,4-diketopentanoate